2-(4-((2-(4-chlorobenzyl)pyrimidin-4-yl)oxy)phenyl)acetic acid ClC1=CC=C(CC2=NC=CC(=N2)OC2=CC=C(C=C2)CC(=O)O)C=C1